C(C)(C)C1CC(C2=C(N(N=N2)C2=CC(=C(C(=C2)F)C2=C(C=CC=C2)F)F)C1)=O 6-isopropyl-1-(2,2',6-trifluoro[1,1'-biphenyl]-4-yl)-1,5,6,7-tetrahydro-4H-benzo[d][1,2,3]triazol-4-one